4-(pyridazin-3-yl)benzoic acid N1=NC(=CC=C1)C1=CC=C(C(=O)O)C=C1